FC(C=1C=C(C=C(C1)C(F)(F)F)NC(NC)=O)(F)F 3-[3,5-bis(trifluoromethyl)phenyl]-1-methylurea